C(C)N(C1=CN=NN1CC(=O)O)CC 2-(5-(diethylamino)-1H-1,2,3-triazol-1-yl)acetic acid